NC1=CC(=C2CN(C(C2=C1)=O)C1CCC(CC1)C(=O)NC1=CC(=C(C=C1)C)OC)C (1s,4s)-4-(6-amino-4-methyl-1-oxoisoindolin-2-yl)-N-(3-methoxy-4-methylphenyl)cyclohexanecarboxamide